FC1(CCN(CCC1)C1=C(C(=C(C=N1)C=1C=NC=CC1)C)C(=O)NC=1C=C(C=CC1)S(=O)(C)=NC(OC(C)(C)C)=O)F tert-butyl ((3-(6-(4,4-difluoroazepan-1-yl)-4-methyl-[3,3-bipyridine]-5-carboxamido)phenyl)(methyl)(oxo)-λ6-sulfaneylidene)carbamate